FC(OC1CN(CC1)C=1N=C(C2=C(N1)N=CC=C2)NCC=2C(=NC=CC2)C(F)(F)F)(F)F 2-(3-(trifluoromethoxy)pyrrolidin-1-yl)-N-((2-(trifluoromethyl)pyridin-3-yl)methyl)pyrido[2,3-d]pyrimidin-4-amine